COOP(=O)(OOC)CC(C)=O 1-dimethoxyphosphonopropane-2-one